3-amino-N-(4-(N-(3-phenylpropanoyl)sulfamoyl)phenyl)-6-p-tolylpyrazine-2-carboxamide NC=1C(=NC(=CN1)C1=CC=C(C=C1)C)C(=O)NC1=CC=C(C=C1)S(NC(CCC1=CC=CC=C1)=O)(=O)=O